[NH4+].C(C)(C)(C)C1=CC=C(C=C1)S(=O)(=O)C1=CC=C(C=C1)S(=O)(=O)O 4-((4-(tert-butyl)phenyl)sulfonyl)benzenesulfonic acid ammonium